OC1=CC=C(C=C2C(N(C(N2C)=[Se])CCC2=CC=CC=C2)=O)C=C1 5-(4-hydroxybenzylidene)-1-methyl-3-phenethyl-2-selenoxoimidazolidin-4-one